2-(3-oxa-8-azabicyclo[3.2.1]oct-8-yl)-N-(3-fluoro-4-(piperidin-1-yl)phenyl)-5-methyl-oxazole-4-carboxamide C12COCC(CC1)N2C=2OC(=C(N2)C(=O)NC2=CC(=C(C=C2)N2CCCCC2)F)C